ClC=1C(=NC=C(C1)C(F)(F)F)C1=NC2=C(N1C)C=CC(=C2)I 2-(3-chloro-5-trifluoromethyl-pyridin-2-yl)-5-iodo-1-methyl-1H-benzimidazole